5-bromo-1-neopentyl-1H-pyrazole BrC1=CC=NN1CC(C)(C)C